(2R,3R,4R,5S)-2-methyl-1-(((1s,4S)-4-(trifluoromethyl)cyclohexyl)methyl)piperidine-3,4,5-triol C[C@H]1N(C[C@@H]([C@H]([C@@H]1O)O)O)CC1CCC(CC1)C(F)(F)F